2-(1-(1H-pyrazol-5-yl)ethoxy)ethan-1-ol N1N=CC=C1C(C)OCCO